6-Bromo-1-isopropyl-1H-indazole-4-carboxylic acid BrC=1C=C(C=2C=NN(C2C1)C(C)C)C(=O)O